C(CCCCCC(C)(C)C)(=O)[O-].C(CCCCCC(C)(C)C)(=O)[O-].C(CCCCCC(C)(C)C)(=O)[O-].[Bi+3].CP(=O)(C)C=1C=C(C=C(C1)C=1C=C2C(=NC1)NC=C2CC)NC(C)=O N-(3-(dimethylphosphoryl)-5-(3-ethyl-1H-pyrrolo[2,3-b]pyridin-5-yl)phenyl)acetamide bismuth (III) tris(neodecanoate)